5-[8-dimethylamino-1-(2-methoxy-ethyl)-2-oxo-8-phenyl-1,3-diazaspiro[4.5]decan-3-yl]-4-methyl-pyridine-2-carbonitrile CN(C1(CCC2(CN(C(N2CCOC)=O)C=2C(=CC(=NC2)C#N)C)CC1)C1=CC=CC=C1)C